CN(C1CCNCC1)C1=CC=CC(=N1)N1N(C(C2=CN=C(N=C12)NC=1C=C2C=NN(C2=CC1)C)=O)CC=C [6-(N-methyl-N-4-piperidylamino)-2-pyridyl]-2-allyl-6-(1-methyl-1H-indazol-5-ylamino)-1,2-dihydro-3H-1,2,5,7-tetraazainden-3-one